CN([C@@H](CC1=CC=CC=C1)C(=O)O)CCC(OC1=CC=C(C=C1)C(F)(F)F)C1=CC=CC=C1.BrC=1C=C(C=C(C1)NS(=O)(=O)C)C1=C(SC=C1)C(=O)N (3-bromo-5-(methylsulfonylamino)phenyl)thiophene-2-carboxamide Methyl-(3-phenyl-3-(4-(trifluoromethyl)phenoxy)propyl)-L-phenylalaninate